C1(CCCC1)OC1=NC(=NC=C1)NCC1=C(N=NN1C)C1=CC=C(C(=N1)C)O[C@@H]1C[C@H](CCC1)C(=O)O (1S,3S)-3-((6-(5-(((4-(cyclopentyl-oxy)pyrimidin-2-yl)amino)methyl)-1-methyl-1H-1,2,3-triazol-4-yl)-2-methyl-pyridin-3-yl)oxy)cyclohexane-1-carboxylic acid